NC1=NC=CC(=N1)C=1C2=C(C(=NC1)NCC=1C=C(C(=O)NCC3CC4(C3)CCN(CC4)C4COC4)C=CC1)CCO2 3-(((7-(2-aminopyrimidin-4-yl)-2,3-dihydrofuro[3,2-c]pyridin-4-yl)amino)methyl)-N-((7-(oxetan-3-yl)-7-azaspiro[3.5]nonan-2-yl)methyl)benzamide